5-amino-1-(4-aminophenyl)-2-phenylbenzimidazole NC1=CC2=C(N(C(=N2)C2=CC=CC=C2)C2=CC=C(C=C2)N)C=C1